C(C)OC(=O)[C@@H]1C[C@H](C1)OC1=CC=C(C=C1)Cl trans-3-(4-chlorophenoxy)cyclobutane-1-carboxylic acid ethyl ester